COC1=CC(=NC(=C1)C1=C(C=CC(=C1)C)C=1C(=C(C=C(C1)C(C)(C)C)C12CC3CC(CC(C1)C3)C2)O)C2=C(C=CC(=C2)C)C=2C(=C(C=C(C2)C(C)(C)C)C23CC1CC(CC(C2)C1)C3)O 2',2'''-(4-Methoxypyridine-2,6-diyl)bis(3-((3r,5r,7r)-adamantan-1-yl)-5-(tert-butyl)-4'-methyl-[1,1'-biphenyl]-2-ol)